1-((5-bromothiophen-2-yl)sulfonyl)-5-(1-cyanocyclopentyl)-2-hydroxy-N3-methyl-isophthalamide BrC1=CC=C(S1)S(=O)(=O)C1(C(=O)N)C(C(C(=O)NC)=CC(=C1)C1(CCCC1)C#N)O